NCCC[Si](OCCCC)(OCCCC)OCCCC γ-aminopropyltributoxysilane